2-chloro-2'-cyclopropyl-3'-(3-morpholinopropoxy)-[1,1'-biphenyl] ClC1C(C1)C1=C(C=CC=C1OCCCN1CCOCC1)C1=CC=CC=C1